6-(3,5-dimethoxybenzyl)-3-(2-methylpropyl)-8-(morpholin-4-yl)-2,6-dihydroimidazo[1,2-c]pyrido[2,3-e]pyrimidin-5(3H)-one COC=1C=C(CN2C(N3C(C4=C2C=C(C=N4)N4CCOCC4)=NCC3CC(C)C)=O)C=C(C1)OC